6-(4-fluoro-2-methoxyphenyl)-2-(pyridin-2-yloxymethyl)imidazo[1,2-a]pyrimidine FC1=CC(=C(C=C1)C=1C=NC=2N(C1)C=C(N2)COC2=NC=CC=C2)OC